NC1(CCC1)O 1-aminocyclobutanol